(S)-2-(3-(3-(Pentan-3-Ylcarbamoyl)-1H-Pyrazol-5-Yl)Phenyl)-N-(1-Phenylethyl)Oxazole-5-Carboxamide CCC(CC)NC(=O)C1=NNC(=C1)C=1C=C(C=CC1)C=1OC(=CN1)C(=O)N[C@@H](C)C1=CC=CC=C1